CC(CCC(C=1N=NNN1)NC1=CN=CC2=CC=CC=C12)C [4-methyl-1-(2H-tetraazol-5-yl)pentyl]-4-isoquinolylamine